C1(CC1)C1=NNC(=N1)C1CC2(CN(C2)C(=O)N2CC3(C2)CN(C3)CC3=NNC=C3)C1 [6-(3-cyclopropyl-1H-1,2,4-triazol-5-yl)-2-azaspiro[3.3]heptan-2-yl]-[6-(1H-pyrazol-3-ylmethyl)-2,6-diazaspiro[3.3]heptan-2-yl]methanone